COC1=C(C=C(C=C1)OC)C(F)(F)F 1,4-dimethoxy-2-(trifluoromethyl)benzene